1-(5-(1-benzyl-1H-pyrazol-4-yl)-1-methyl-2-oxo-1,2-dihydropyridin-4-yl)-N-ethyl-1H-pyrrole-3-carboxamide C(C1=CC=CC=C1)N1N=CC(=C1)C=1C(=CC(N(C1)C)=O)N1C=C(C=C1)C(=O)NCC